sodium dilauroylaminoglutamine C(CCCCCCCCCCC)(=O)N(C(CCCCCCCCCCC)=O)N[C@@H](CCC(N)=O)C(=O)O.[Na]